3-chloro-5-(trifluoromethylsulfinyl)benzoic acid ClC=1C=C(C(=O)O)C=C(C1)S(=O)C(F)(F)F